5-amino-6-(5-hydroxy-2-methyl-phenyl)-2-thiazol-2-yl-pyrimidine-4-carboxamide NC=1C(=NC(=NC1C1=C(C=CC(=C1)O)C)C=1SC=CN1)C(=O)N